(Z)-N-(3-(4-cyanobenzyl)thiazol-2(3H)-ylidene)-1H-pyrrolo[2,3-b]pyridine-3-carboxamide C(#N)C1=CC=C(CN2/C(/SC=C2)=N/C(=O)C2=CNC3=NC=CC=C32)C=C1